2-fluoro-5-methylaminophenylboronic acid hydrochloride Cl.FC1=C(C=C(C=C1)NC)B(O)O